OC=1C=C(C2=CC=CC=C2C1)/C=C/C1=C(C=NC=N1)C#N 6-((E)-2-(3-hydroxynaphthalen-1-yl)vinyl)pyrimidine-5-carbonitrile